(4R)-4-[3-oxo-3-[3-[6-[4-(trifluoromethyl)cyclohexyl]-3-pyridinyl]azetidin-1-yl]propyl]oxazolidin-2-one O=C(CC[C@H]1NC(OC1)=O)N1CC(C1)C=1C=NC(=CC1)C1CCC(CC1)C(F)(F)F